CC1=CC=C(CN2C(C(C3=CC=CC=C23)=O)=O)C=C1 (4-methyl-benzyl)-indoline-2,3-dione